(R)-N-(3-((7-((1-hydroxybutan-2-yl)amino)pyrimido[4,5-d]pyrimidin-4-yl)amino)-4-methylphenyl)-3-(trifluoromethyl)benzamide OC[C@@H](CC)NC1=NC=C2C(=N1)N=CN=C2NC=2C=C(C=CC2C)NC(C2=CC(=CC=C2)C(F)(F)F)=O